ClC1=C(C=CC=C1)NN(C(=O)Cl)C1=CC=CC=C1 (Z)-N'-(2-chlorophenyl)phenylcarbazoyl chloride